C(CN(C(=N)NC(=N)N)C1=C(C=CC=C1)C)N(C(=N)NC(=N)N)C1=C(C=CC=C1)C ethylenebis(1-tolylbiguanide)